6-((benzyl(methyl)amino)methyl)-N2-(4-bromophenyl)-1,3,5-triazine-2,4-diamine C(C1=CC=CC=C1)N(C)CC1=NC(=NC(=N1)NC1=CC=C(C=C1)Br)N